OC=1C(C=CN2NC3N(C(C21)=O)CCOC3)=O 7-hydroxy-3,4,12,12a-tetrahydro-11H-[1,4]oxazino[3,4-c]pyrido[2,1-f][1,2,4]triazine-6,8-dione